CC1=CC(=CC(=N1)N1CCN(CC1)S(=O)(=O)C1=CC=C(C=C1)NC(=O)C=1C=C2C(=NC1)CNC2)C(F)(F)F N-[4-[4-[6-methyl-4-(trifluoromethyl)-2-pyridinyl]piperazin-1-yl]sulfonylphenyl]-6,7-dihydro-5H-pyrrolo[3,4-b]pyridine-3-carboxamide